3-(2,6-dibenzyloxy-3-pyridyl)-6-(2,2-diethoxyethoxy)-1-methyl-indazole C(C1=CC=CC=C1)OC1=NC(=CC=C1C1=NN(C2=CC(=CC=C12)OCC(OCC)OCC)C)OCC1=CC=CC=C1